2-(4-cyanobenzoyl)-6-(2-chloroacetamido)-4(3H)-quinazolinone C(#N)C1=CC=C(C(=O)C2=NC3=CC=C(C=C3C(N2)=O)NC(CCl)=O)C=C1